1-[4-[1-[6-(5-cyclopropyl-4H-1,2,4-triazol-3-yl)-2-azaspiro[3.3]heptane-2-carbonyl]azetidin-3-yl]phenyl]-4,4-difluoro-piperidine-2-carboxamide C1(CC1)C=1NC(=NN1)C1CC2(CN(C2)C(=O)N2CC(C2)C2=CC=C(C=C2)N2C(CC(CC2)(F)F)C(=O)N)C1